Trans-1,4-bis(p-toluenesulfonyloxymethyl)cyclohexane CC1=CC=C(C=C1)S(=O)(=O)OC[C@@H]1CC[C@H](CC1)COS(=O)(=O)C1=CC=C(C)C=C1